FC=1C=C(COC(=O)C2CC(=C(C(N2)=O)C(=O)NC2=NC=C(C=C2)F)O)C=CN1 6-(((2-fluoroisonicotinyl)oxy)carbonyl)-N-(5-fluoropyridin-2-yl)-4-hydroxy-2-oxo-1,2,5,6-tetrahydropyridine-3-carboxamide